N-(3-phenylprop-2-yn-1-yl)aniline C1(=CC=CC=C1)C#CCNC1=CC=CC=C1